3-(2-methoxy-5-propylphenyl)-5-((4-methylpiperazine-1-yl)methyl)isoxazole COC1=C(C=C(C=C1)CCC)C1=NOC(=C1)CN1CCN(CC1)C